dibenzylideneindenone C(C1=CC=CC=C1)=C1C(C(C2=CC=CC=C12)=O)=CC1=CC=CC=C1